C1(=CCCC1)C=1C=C(C=C(C1)F)CC(=O)O 2-(3-(cyclopent-1-en-1-yl)-5-Fluorophenyl)acetic acid